C(C)(C)(C)C1=C(C(=C(C(=C1)C)CN1C(N(C(N(C1=O)CC1=C(C(=C(C=C1C)C(C)(C)C)O)C)=O)CC1=C(C(=C(C=C1C)C(C)(C)C)O)C)=O)C)O 1,3,5-tris(4-t-butyl-3-Hydroxy-2,6-xylyl)methyl-1,3,5-triazine-2,4,6(1H,3H,5H)-trione